NCC1(CCN(CC1)C(=O)C=1C2=C(N(N1)CC(=O)N1CCN(CC1)C1=C(C(=CC=C1)C)C)CCC2)F 2-{3-[4-(aminomethyl)-4-fluoropiperidine-1-carbonyl]-5,6-dihydrocyclopenta[c]pyrazol-1(4H)-yl}-1-[4-(2,3-dimethylphenyl)piperazin-1-yl]ethan-1-one